7-fluoro-4-isopropyl-2-((1S,2R)-2-methylcyclohexyl)isoquinolin-1(2H)-one FC1=CC=C2C(=CN(C(C2=C1)=O)[C@@H]1[C@@H](CCCC1)C)C(C)C